5-(2-{5-[(3R,5R)-3-amino-5-fluoropiperidine-1-carbonyl]-7-methoxy-1-methyl-1H-1,3-benzodiazol-2-yl}-1-(cyclopropylmethyl)-1H-indol-6-yl)-2,4-difluorobenzene-1-sulfonamide N[C@H]1CN(C[C@@H](C1)F)C(=O)C1=CC2=C(N(C(=N2)C=2N(C3=CC(=CC=C3C2)C=2C(=CC(=C(C2)S(=O)(=O)N)F)F)CC2CC2)C)C(=C1)OC